C(C)(C)(C)OC(CCN1N=C(N=C1)C1=C(C(=CC=C1)N)OC)=O 3-(3-(3-amino-2-methoxyphenyl)-1H-1,2,4-triazol-1-yl)propionic acid tert-butyl ester